N[C@@H](CC(=O)[O-])C(=O)OCC ethyl aspartate